5,6-dichloro-1-(4-(5-(difluoromethyl)-1,3,4-oxadiazol-2-yl)-2-fluorobenzyl)-3-(1-(oxetan-3-yl)piperidin-4-yl)-1,3-dihydro-2H-benzo[d]imidazol-2-one ClC1=CC2=C(N(C(N2C2CCN(CC2)C2COC2)=O)CC2=C(C=C(C=C2)C=2OC(=NN2)C(F)F)F)C=C1Cl